OC[C@H](C[C@H]1C(NCC1)=O)NC([C@H](CC(C)C)NC(OC(CC1=CC=CC=C1)C)=O)=O 1-phenylpropan-2-yl ((S)-1-(((S)-1-hydroxy-3-((S)-2-oxopyrrolidin-3-yl)propan-2-yl)amino)-4-methyl-1-oxopentan-2-yl)carbamate